(2S)-2-({8-[(3beta)-cholest-5-en-3-yloxy]octyl}oxy)-N,N-dimethyl-3-[(9Z,12Z)-octadeca-9,12-dien-1-yl-oxy]propan-1-amine CC(C)CCC[C@@H](C)[C@H]1CC[C@H]2[C@@H]3CC=C4C[C@H](CC[C@]4(C)[C@H]3CC[C@]12C)OCCCCCCCCO[C@@H](CN(C)C)COCCCCCCCC\C=C/C\C=C/CCCCC